FC(C1=CC=C(C=C1)C1CC2=C(O1)C(C1=CC=CC=C1C2=O)=O)(F)F (4-(trifluoromethyl)phenyl)-2,3-dihydronaphtho[2,3-b]furan-4,9-dione